3,5,6-trihydroxy-7-(3-hydroxy-3-methylbut-1-en-yl)-2-(hydroxymethyl)-2-methyl-3,4-dihydronaphthalen-1(2H)-one OC1C(C(C2=CC(=C(C(=C2C1)O)O)C=CC(C)(C)O)=O)(C)CO